Methyl 3-(1-(3,4-dichlorophenyl)-2,5-dimethylpyrrolidin-3-yl)-2-fluorobenzoate ClC=1C=C(C=CC1Cl)N1C(C(CC1C)C=1C(=C(C(=O)OC)C=CC1)F)C